2-(1H-indazol-3-yl)ethan-1-one N1N=C(C2=CC=CC=C12)CC=O